ClCC(C)(N(P([O-])[O-])C(C)C)Cl dichlorodiisopropylphosphoramidite